3-Hydroxy-dodecanoic acid OC(CC(=O)O)CCCCCCCCC